C(C#C)NC1CCCC2=C(C=CC=C12)OCC1=CC(=CC=C1)C(F)(F)F N-(prop-2-yn-1-yl)-5-((3-(trifluoromethyl)benzyl)oxy)-1,2,3,4-tetrahydronaphthalen-1-amine